FC=1C=C(NC=2C3=C(N=CN2)C=CC(=N3)N3CC2(CCN2C(=O)OC(C)(C)C)C3)C=CC1F tert-butyl 6-[4-(3,4-difluoroanilino)pyrido[3,2-d]pyrimidin-6-yl]-1,6-diazaspiro[3.3]heptane-1-carboxylate